ClC1=CC2=C([C@@]3(OCC2)C[C@H](NCC3)C=3N=NN(C3)C=3C=C(C(=O)N)C=CC3)S1 3-(4-((2S,4S)-2'-chloro-4',5'-dihydrospiro[piperidine-4,7'-thieno[2,3-c]pyran]-2-yl)-1H-1,2,3-triazol-1-yl)benzamide